O(C1=CC=CC=C1)CC1=C(C=CC=C1)COC1=CC=CC=C1 1,2-bis-(phenoxy-methyl)benzene